FC(C1=C(C=C2C=NNC2=C1)N)(F)F 6-(trifluoromethyl)-1H-indazol-5-amine